tert-Butyl ((Z)-1-((3-((E)-3-bromo-4-fluorobenzylidene)-8-(1-ethyl-3-(trifluoromethyl)-1H-pyrazol-4-yl)-4-oxochroman-6-yl)methyl)-3-methyl-1,3-dihydro-2H-imidazol-2-ylidene)carbamate BrC=1C=C(\C=C\2/COC3=C(C=C(C=C3C2=O)CN2\C(\N(C=C2)C)=N/C(OC(C)(C)C)=O)C=2C(=NN(C2)CC)C(F)(F)F)C=CC1F